C(C)(C)(C)OC(=O)NC=1C(=C(C=C2C=C(N=CC12)NC(=O)OC1CC(C1)C#N)C1=C(C2=C(OCCN2C(=O)OC(C)(C)C)N=C1)C)F tert-Butyl 7-(8-((tert-butoxycarbonyl)amino)-3-((((1s,3s)-3-cyanocyclobutoxy)carbonyl)amino)-7-fluoroisoquinolin-6-yl)-8-methyl-2,3-dihydro-1H-pyrido[2,3-b][1,4]oxazine-1-carboxylate